(7-methoxy-4-((4-morpholinopyridin-2-yl)amino)quinazolin-6-yl)succinamide COC1=C(C=C2C(=NC=NC2=C1)NC1=NC=CC(=C1)N1CCOCC1)C(C(=O)N)CC(=O)N